5-(3-(((1r,4r)-4-(5-chloro-2-(difluoromethyl)nicotinamido)cyclohexyl)methyl)-4-methyl-2-oxo-2,3-di-hydro-1H-benzo[d]imidazol-1-yl)-N-methylpicolinamide ClC=1C=NC(=C(C(=O)NC2CCC(CC2)CN2C(N(C3=C2C(=CC=C3)C)C=3C=CC(=NC3)C(=O)NC)=O)C1)C(F)F